1-(4-bromophenyl)-5-phenyl-4,5-dihydro-1H-pyrazole-3-carboxylic acid ethyl ester C(C)OC(=O)C1=NN(C(C1)C1=CC=CC=C1)C1=CC=C(C=C1)Br